C1[C@H]([C@H](OC2=CC(=CC(=C21)O)O)C3=CC4=C(C(=C(C=C4[C@@H]5[C@@H](CC6=C(C=C(C=C6O5)O)O)O)O)O)C(=O)C(=C3)O)O The molecule is a biflavonoid that is 3,4,5-trihydroxybenzocyclohepten-6-one which is substituted at positions 1 and 8 by (2R,3R)-3,5,7-trihydroxy-3,4-dihydro-2H-chromen-2-yl groups. It is the main red pigment in black tea. It has a role as an antioxidant, a chelator, a plant metabolite, a radiation protective agent and an antibacterial agent. It is a polyphenol and a biflavonoid.